(2S,4R)-4-hydroxy-2-[4-methyl-5-[methyl-[[4-(4-methylthiazol-5-yl)phenyl]methyl]carbamoyl]-1H-imidazol-2-yl]pyrrolidine-1-carboxylic acid tert-butyl ester C(C)(C)(C)OC(=O)N1[C@@H](C[C@H](C1)O)C=1NC(=C(N1)C)C(N(CC1=CC=C(C=C1)C1=C(N=CS1)C)C)=O